NC[C@H](COCCNC(=O)OC(C)(C)C)NC(OCC1=CC=CC=C1)=O benzyl (R)-(1-amino-3-(2-((tert-butoxycarbonyl)amino)ethoxy)propan-2-yl)carbamate